ethyl 1-(6-amino-5-fluoropyridin-2-yl)-5-(trifluoromethyl)-1H-pyrazole-4-carboxylate NC1=C(C=CC(=N1)N1N=CC(=C1C(F)(F)F)C(=O)OCC)F